4-(cyclohexylamino)-2-((4-(di-methylphosphoryl)-2-methoxyphenyl)amino)-7H-pyrrolo[2,3-d]pyrimidine-5-carbonitrile C1(CCCCC1)NC=1C2=C(N=C(N1)NC1=C(C=C(C=C1)P(=O)(C)C)OC)NC=C2C#N